COC1=C(C(=NC=C1C)CS(=O)C1=NC2=C(N1)C=CC(=C2)OC(=O)C21CC3CC(CC(C2)C3)C1)C (3r,5r,7r)-adamantane-1-carboxylic acid 2-(((4-methoxy-3,5-dimethylpyridin-2-yl) methyl) sulfinyl)-1H-benzo[d]imidazol-5-yl ester